C(C)OC(C1=CN=C(C=C1)N1C(CN(CC1)C(=NO)C1=C(C=CC=C1C(F)(F)F)F)=O)=O 6-(4-((2-fluoro-6-(trifluoromethyl)phenyl)(hydroxyimino)methyl)-2-oxopiperazin-1-yl)nicotinic acid ethyl ester